C1(=CC=CC=C1)C(N1N=CC(=C1)CO)(C1=CC=CC=C1)C1=CC=CC=C1 [1-(triphenylmethyl)-1H-pyrazol-4-yl]methanol